BrC=1C=C(C=CC1)[C@H]1OC2=C(C1)C=C(C=C2)C(F)(F)F (S)-2-(3-bromophenyl)-5-(trifluoromethyl)-2,3-dihydrobenzofuran